BrC1=CC(=C(C(=O)OC)C=C1F)NC1=C(C(=C(C=C1)F)F)C=O methyl 4-bromo-2-((3,4-difluoro-2-formylphenyl)amino)-5-fluorobenzoate